FC1=C(C(=CC=C1)F)C1=NC=2C(=NNC2C=2C=C(N=C(C2N1)C)N1C[C@H](N(CC1)C)C(F)(F)F)C 8-(2,6-difluorophenyl)-5,11-dimethyl-13-[(3S)-4-methyl-3-(trifluoromethyl)piperazin-1-yl]-3,4,7,9,12-pentazatricyclo[8.4.0.02,6]tetradeca-1(10),2(6),4,7,11,13-hexaene